tert-butyl 4-(2-(3-chloro-4-formylphenoxy)acetyl)piperazine-1-carboxylate ClC=1C=C(OCC(=O)N2CCN(CC2)C(=O)OC(C)(C)C)C=CC1C=O